C1=CC=C(C=C1)C2=CC=C(C=C2)C3=CC=CC=C3 terPhenyl